tert-butyl 7-[3-[1-(2,6-dioxo-3-piperidyl)-3-methyl-2-oxo-benzimidazol-4-yl] prop-2-ynyl]-2,7-diazaspiro[3.5]nonane-2-carboxylate O=C1NC(CCC1N1C(N(C2=C1C=CC=C2C#CCN2CCC1(CN(C1)C(=O)OC(C)(C)C)CC2)C)=O)=O